N[C@@H](CS)CO (R)-Cysteinol